O[C@@H]1[C@H](CCCCC1)NC(OC(C)(C)C)=O tert-butyl ((1S,2S)-2-hydroxycycloheptyl)carbamate